tert-butyl 3-(7-chlorothieno[3,2-b]pyridin-2-yl)-2-((diphenylmethylene)amino)propanoate ClC1=C2C(=NC=C1)C=C(S2)CC(C(=O)OC(C)(C)C)N=C(C2=CC=CC=C2)C2=CC=CC=C2